CC1=C(C(=CC(=C1)C)C)C1=CC=C(C=C1)C(CCC)O 1-(2',4',6'-trimethyl-[1,1'-biphenyl]-4-yl)butan-1-ol